1-methyl-6-(4,4,5,5-tetramethyl-1,3,2-dioxaborolan-2-yl)-1,3-dihydro-2H-benzo[d]imidazol-2-one CN1C(NC2=C1C=C(C=C2)B2OC(C(O2)(C)C)(C)C)=O